N-((R)-(2-methoxyphenyl)(1-(phenylsulfonyl)-1H-indol-2-yl)methyl)-2-methylpropan-2-sulfinamide COC1=C(C=CC=C1)[C@@H](NS(=O)C(C)(C)C)C=1N(C2=CC=CC=C2C1)S(=O)(=O)C1=CC=CC=C1